C1(CC1)CC1=C(C=NN1C(C)C)C1=NC=NC=C1 4-(5-(cyclopropylmethyl)-1-isopropyl-1H-pyrazol-4-yl)pyrimidin